ethyl 10-acetyl-6-isopropyl-9-(3-methoxypropoxy)-2-oxo-2,6,7,11b-tetrahydro-1H-pyrido[2,1-a]isoquinoline-3-carboxylate C(C)(=O)C1=C(C=C2CC(N3C(C2=C1)CC(C(=C3)C(=O)OCC)=O)C(C)C)OCCCOC